C1(CC1)[C@H](C(F)(F)F)OC1=CC=C(C=N1)C=1N=CC=2N(C1)C(=NN2)[C@@H](C)OC 6-(6-((R)-1-cyclopropyl-2,2,2-trifluoroethoxy)pyridine-3-yl)-3-((R)-1-methoxyethyl)-[1,2,4]triazolo[4,3-a]pyrazine